C(=C)C1(CC1)NC(OC(C)(C)C)=O tert-butyl (1-vinylcyclopropyl)carbamate